Methyl 3-(3-(4-(cyclopropylsulfonamidomethyl) phenoxy)azetidin-1-yl)-2-(1H-pyrrol-1-yl)benzoate C1(CC1)S(=O)(=O)NCC1=CC=C(OC2CN(C2)C=2C(=C(C(=O)OC)C=CC2)N2C=CC=C2)C=C1